FC=1C=NC=CC1CCC(=O)NC1CCN(CC1)C=1C2=C(N=CN1)C(=CS2)C 3-(3-Fluoropyridin-4-yl)-N-(1-(7-methylthieno[3,2-d]pyrimidin-4-yl)piperidin-4-yl)propanamide